N1C=C(C2=CC=CC=C12)CCC1N(CCC2=CC(=C(C=C12)OC)OCCN1CCN(CC1)C)CC1CCOCC1 1-(2-(1H-indol-3-yl)ethyl)-7-methoxy-6-(2-(4-methylpiperazin-1-yl)ethoxy)-2-((tetrahydro-2H-pyran-4-yl)methyl)-1,2,3,4-tetrahydroisoquinoline